C(C)(C)(C)OC(NC1=C(C=C(C=C1)C=1SC(=CC1)C)[N+](=O)[O-])=O N-[4-(5-methyl-2-thienyl)-2-nitro-phenyl]carbamic acid tert-butyl ester